FC1=CC2=C(N[C@H](CN2)[C@@H](C2=CC=CC=C2)NC[C@@H](C)C=2C=C(C=CC2OC)CC(=O)O)N=C1 |o1:18| 2-(3-((S or R)-1-(((R)-((R)-7-fluoro-1,2,3,4-tetrahydropyrido[2,3-b]pyrazin-3-yl)(phenyl)methyl)amino)propan-2-yl)-4-methoxyphenyl)acetic acid